C(#N)CCNC1=NC=C2C=C(C=NC2=C1)C=1C=C(C=CC1C)NC(=O)C1=NC=CC(=C1)C(F)F N-(3-(7-((2-cyanoethyl)amino)-1,6-naphthyridin-3-yl)-4-methylphenyl)-4-(difluoromethyl)pyridineamide